C(C)(C)(C)OC(=O)N1C(C2=CC=CC(=C2CC1)CCC(=O)OCC)C 5-(3-ethoxy-3-oxopropyl)-1-methyl-3,4-dihydroisoquinoline-2(1H)-carboxylic acid tert-butyl ester